2-(Piperazin-1-yl)benzonitrile N1(CCNCC1)C1=C(C#N)C=CC=C1